C12NCCC2N(C1)C=1N=CC(=NC1)C(=O)NC=1N=C(C=2N(C1)C=C(N2)C)OC 5-(2,6-diazabicyclo[3.2.0]heptane-6-yl)-N-(8-methoxy-2-methyl-imidazo[1,2-a]pyrazin-6-yl)pyrazine-2-carboxamide